(2S,4R)-2-(((S)-1-amino-1-oxo-3-((S)-2-oxopyrrolidin-3-yl)propan-2-yl)carbamoyl)-4-(trifluoromethyl)pyrrolidine-1-carboxylic acid tert-butyl ester C(C)(C)(C)OC(=O)N1[C@@H](C[C@H](C1)C(F)(F)F)C(N[C@H](C(=O)N)C[C@H]1C(NCC1)=O)=O